pentaerythritol tetralaurate C(CCCCCCCCCCC)(=O)OCC(COC(CCCCCCCCCCC)=O)(COC(CCCCCCCCCCC)=O)COC(CCCCCCCCCCC)=O